2,3,4,5,6-penta-fluoroPhenylalanine methyl-2-(4-cyano-3-methylphenyl)-3-oxobutanoate CC(C(=O)O)(C(C)=O)C1=CC(=C(C=C1)C#N)C.FC1=C(C[C@H](N)C(=O)O)C(=C(C(=C1F)F)F)F